C(C)(=O)N1CCC2(CN(C(N2CC2=CC(=CC=C2)OC)=O)C2=NC=C(C(=N2)OC)C=2C=NNC2)CC1 8-acetyl-3-(4-methoxy-5-(1H-pyrazol-4-yl)pyrimidin-2-yl)-1-(3-methoxybenzyl)-1,3,8-triazaspiro[4.5]decan-2-one